FC1=C(C=C2CC(C(C2=C1)NC(O[C@@H]1CN2CCC1CC2)=O)(C)C)C2=CC(=C(C(=C2)C)OC)C (S)-quinuclidin-3-yl (6-fluoro-5-(4-methoxy-3,5-dimethylphenyl)-2,2-dimethyl-2,3-dihydro-1H-inden-1-yl)carbamate